FCS(=O)(=O)N[C@@H]1[C@@H](NCC12CC2)CC=2C(=C(C=CC2)C2=CC=CC=C2)F 1-fluoro-N-((6s,7s)-6-((2-fluoro-[1,1'-biphenyl]-3-yl)methyl)-5-azaspiro[2.4]heptane-7-yl)methanesulfonamide